ClCCC[C@@H](O)C1=C(C=CC=C1)C |r| racemic-4-chloro-1-(2-tolyl)-1-butanol